ClC1=NC(=CC=2C1=CNN2)Cl 4,6-dichloro-2H-pyrazolo[4,3-c]pyridine